ethyl 2-(3-methoxy-3-methylazetidin-1-yl)-5-propylthiazole-4-carboxylate COC1(CN(C1)C=1SC(=C(N1)C(=O)OCC)CCC)C